FC=1C(=NC(=NC1)N1CCC(CC1)C(=O)N1OCC[C@H]1C1=NC=CN=C1)C=1OC=CN1 [1-(5-fluoro-4-oxazol-2-yl-pyrimidin-2-yl)-4-piperidyl]-[(3S)-3-pyrazin-2-ylisoxazolidin-2-yl]methanone